FC=1C=CC(=NC1)OC1CCN(CC1)S(=O)(=O)N1C2(CN(CC1CC2)C(=O)OC(C)(C)C)C(=O)OCC 3-(tert-butyl) 1-ethyl 8-((4-((5-fluoropyridin-2-yl)oxy)piperidin-1-yl)sulfonyl)-3,8-diazabicyclo[3.2.1]octane-1,3-dicarboxylate